(6-(2,3-dichloro-6-hydroxyphenyl)-6,7-dihydro-5H-pyrrolo[2,1-c][1,2,4]triazol-3-yl)benzonitrile ClC1=C(C(=CC=C1Cl)O)C1CC2=NN=C(N2C1)C1=C(C#N)C=CC=C1